beta-alanine sodium salt [Na+].NCCC(=O)[O-]